5-((2-((4-(((4-methyl-5-phenylpyridin-2-yl)methyl)amino)butyl)amino)ethyl)amino)benzo[c][2,6]naphthyridine-8-carboxamide CC1=CC(=NC=C1C1=CC=CC=C1)CNCCCCNCCNC1=NC2=C(C3=CN=CC=C13)C=CC(=C2)C(=O)N